FC1=CC=C(C=C1)NC(=O)N[C@@H]1C(NC[C@H]1C1=CC=C(C=C1)OC)=O |r| (±)-trans-1-(4-fluorophenyl)-3-[4-(4-methoxy-phenyl)-2-oxo-pyrrolidin-3-yl]urea